C(#N)[C@H](CC=1C=NC=CC1)NC(=O)[C@H](CC(C)C)NC(=O)C=1NC2=CC=CC(=C2C1)OC N-[(1S)-1-[[(1S)-1-cyano-2-(3-pyridyl)ethyl]carbamoyl]-3-methyl-butyl]-4-methoxy-1H-indole-2-carboxamide